NC1=NC=2C=CC(=CC2C2=C1C=NN2C)C(=O)N(N2C(C(CC2)(F)F)=O)CC=2SC1=C(N2)C=CC=C1 4-amino-N-(benzo[d]thiazol-2-ylmethyl)-N-(3,3-difluoro-2-oxopyrrolidin-1-yl)-1-methyl-1H-pyrazolo[4,3-c]quinoline-8-carboxamide